O1C=C(C2=C1C=CC=C2)C2=NC(=NC=C2)N2CCN(CC2)C(=O)[O-] 4-(4-(benzofuran-3-yl)pyrimidin-2-yl)piperazine-1-carboxylate